ClC1=NC=NC2=C1N(C=1C=C(C=C(C21)F)F)CC2=CC=C(C=N2)CP(OCC)(OCC)=O Diethyl ((6-((4-chloro-7,9-difluoro-5H-pyrimido[5,4-b]indol-5-yl)methyl)pyridin-3-yl)methyl)phosphonate